N-((1R,3S)-3-Acrylamidocyclohexyl)-4-oxo-5-(2-phenylpyridin-4-yl)-4,5-dihydro-3H-1-thia-3,5,8-triazaacenaphthylene-2-carboxamide C(C=C)(=O)N[C@@H]1C[C@@H](CCC1)NC(=O)C=1SC=2N=CC=C3N(C(NC1C23)=O)C2=CC(=NC=C2)C2=CC=CC=C2